(8S)-2-(tert-butylsulfinyl)-N-((2S,3R)-3-(cyclohexylmethoxy)-1-((S)-3-(methoxymethyl)piperidin-1-yl)-1-oxobutan-2-yl)-6-(thiazole-5-carbonyl)-2,6-diazaspiro[3.4]octane-8-carboxamide C(C)(C)(C)S(=O)N1CC2(C1)CN(C[C@H]2C(=O)N[C@H](C(=O)N2C[C@H](CCC2)COC)[C@@H](C)OCC2CCCCC2)C(=O)C2=CN=CS2